biotinate C(CCCC[C@@H]1SC[C@@H]2NC(=O)N[C@H]12)(=O)[O-]